C1(=CC=CC=C1)N1C2=CC=CC=C2C=2C=C(C=CC12)C=1C=CC=2N(C3=CC=CC=C3C2C1)C1=CC=C(C=C1)B(O)O [4-(9'-phenyl-3,3'-bi-9H-carbazol-9-yl)phenyl]boronic Acid